[C-]#N.C(CCCC)[N+]1(CCCC1)CC 1-pentyl-1-ethylpyrrolidinium cyanide